BrC=1C(=C(C(=NC1)NC)N)Cl 5-Bromo-4-chloro-N2-methylpyridine-2,3-diamine